Cl.C(C1=CC=CC=C1)N1CCC(CC1)CC=1CC2=CC(=C(C=C2C1C(C(=O)O)OCCCCCCCCCCCCCC)OC)OC 2-((1-benzylpiperidin-4-yl)methyl)-5,6-dimethoxy-1H-inden-3-yl-2-(tetradecyloxy)acetic acid hydrochloride